2-(5-methoxy-1H-pyrrolo[3,2-b]pyridin-3-yl)-N,N-dipropylethan-1-amine COC1=CC=C2C(=N1)C(=CN2)CCN(CCC)CCC